(E)-2-methyl-3-(1H-pyrrolo[2,3-b]pyridin-3-yl)-1-(3,4,5-trimethoxyphenyl)prop-2-en-1-one C/C(/C(=O)C1=CC(=C(C(=C1)OC)OC)OC)=C\C1=CNC2=NC=CC=C21